Cl[Ge](C)(C)Cl Dichloro-dimethylgermane